6-(3-fluoro-4-pyridyl)-1,2,4-triazine-3-amine FC=1C=NC=CC1C1=CN=C(N=N1)N